C(C=C)(=O)N1[C@@H](C[C@H](CC1)N1C=NC=2C(=NC=3C(=C(C(=CC3C21)Cl)Br)F)N2CC(C2)N(C)C)C(=O)N (2S,4S)-1-acryloyl-4-(7-bromo-8-chloro-4-(3-(dimethylamino)azetidin-1-yl)-6-fluoro-1H-imidazo[4,5-c]quinolin-1-yl)piperidine-2-carboxamide